C(C=C)(=O)N1[C@H](CN(CC1)C(=O)OC(C)(C)C)C1=CC(=NC(=C1)C1=NC=NC(=C1)C(NC)=O)Cl tert-butyl (S)-4-acryloyl-3-(2-chloro-6-(6-(methylcarbamoyl)pyrimidin-4-yl)pyridin-4-yl)piperazine-1-carboxylate